2-(dibenzo[b,d]thiophene-2-yl)-3-(3-oxocyclopentyl)propionitrile C1=C(C=CC=2SC3=C(C21)C=CC=C3)C(C#N)CC3CC(CC3)=O